C(OCC(C)(F)F)(OCC(F)(F)F)=O 2,2-difluoropropyl (2,2,2-trifluoroethyl) carbonate